N-(3-(2-(2H-1,2,3-triazol-2-yl)propan-2-yl)-1-cyclopropyl-1H-pyrazol-5-yl)-4-(azetidin-1-yl)-5-chloro-7H-pyrrolo[2,3-d]pyrimidin-2-amine N=1N(N=CC1)C(C)(C)C1=NN(C(=C1)NC=1N=C(C2=C(N1)NC=C2Cl)N2CCC2)C2CC2